FC=1C(=C(C=CC1F)[C@H]1[C@@H](S[C@](C1)(C(F)(F)F)C)C(=O)NC=1C=NC(=CC1)SC)OC (2R,3S,5R)-3-(3,4-difluoro-2-methoxyphenyl)-5-methyl-N-(6-(methylthio)pyridin-3-yl)-5-(trifluoromethyl)tetrahydrothiophene-2-carboxamide